6-[(5-bromo-2-methyl-1,2,4-triazol-3-yl)amino]-3,4-dihydro-2H-isoquinolin-1-one BrC=1N=C(N(N1)C)NC=1C=C2CCNC(C2=CC1)=O